C1(CC1)C1C(OC2=C(O1)C(=CC=C2)OC)C 2-cyclopropyl-8-methoxy-3-methyl-2,3-dihydrobenzo[b][1,4]dioxin